C(C1=CC=CC=C1)OC1CC2(CC(C2)(C2=CC(=CC=C2)Br)C2=NN=CN2C)C1 3-(6-(benzyloxy)-2-(3-bromophenyl)spiro[3.3]heptan-2-yl)-4-methyl-4H-1,2,4-triazole